(S)-7-((2'-fluoro-4'-(methylsulfonyl)-[1,1'-biphenyl]-4-carbonyl)glycyl)-1,4-dioxa-7-azaspiro[4.4]nonane-8-carboxylic acid FC1=C(C=CC(=C1)S(=O)(=O)C)C1=CC=C(C=C1)C(=O)NCC(=O)N1CC2(OCCO2)C[C@H]1C(=O)O